C(CC)OC1=C(OC2CC3CCCC(C2)N3OC3=NC=C(C=C3)C(F)(F)F)C=CC(=C1)C(F)(F)F 3-endo-[2-propoxy-4-(trifluoromethyl)phenoxy]-9-[5-(trifluoromethyl)-2-pyridinyloxy]-9-azabicyclo[3.3.1]Nonane